C(C)(C)(C)N1C(C2(C=3C1=NC=CC3)CC3=CC(=C(C=C3C2)N(CC2=CC=CC=C2)CC2=CC=CC=C2)C)=O 1'-(tert-butyl)-5-(dibenzylamino)-6-methyl-1,3-dihydrospiro[indene-2,3'-pyrrolo[2,3-b]pyridin]-2'(1'H)-one